[Pb].[Cl].[Y].[Cs] cesium-yttrium chlorine lead